C12(CC3CC(CC(C1)C3)C2)CC(=O)OCCCCCCCCCC2=CC(=CC=C2)C2=NC=3N(C(=C2)N2CCN(CC2)CCO)N=C(C3C3=CC=CC=C3)C 9-(3-(7-(4-(2-hydroxyethyl)piperazin-1-yl)-2-methyl-3-phenylpyrazolo[1,5-a]-pyrimidin-5-yl)phenyl)nonyl 2-(adamantan-1-yl)acetate